N1=CN=CC(=C1)C1=CN(C2=NC=CC(=C21)N2C[C@H](CCC2)N(C(OC(C)(C)C)=O)CCOC2OCCCC2)COCC[Si](C)(C)C tert-butyl N-[(3S)-1-[3-pyrimidin-5-yl-1-(2-trimethylsilylethoxymethyl) pyrrolo[2,3-b]pyridin-4-yl]-3-piperidyl]-N-(2-tetrahydropyran-2-yloxyethyl)carbamate